(S)-N-(1-cyclopropylethyl)-5-(3-ethyl-2-methyl-3H-imidazo[4,5-b]pyridin-5-yl)pyrrolo[2,1-f][1,2,4]triazin-2-amine C1(CC1)[C@H](C)NC1=NN2C(C=N1)=C(C=C2)C2=CC=C1C(=N2)N(C(=N1)C)CC